C=CCCCCCCCCCCCCCCCC z-1-octadecene